C(C=C)(=O)OC(COCC)COCC 1,3-diethoxy-2-propanol acrylate